N1(C=NC=C1)C(OC([C@](C)(F)C1=CC(=CC=C1)Br)C1=NN=CN1C)=S O-((2R)-2-(3-bromophenyl)-2-fluoro-1-(4-methyl-4H-1,2,4-triazol-3-yl) propyl) 1H-imidazole-1-thiocarboxylate